NC1=NN2C(C=C(C=C2)C=2C=C(C(=NC2)OC)C(=O)N[C@H](C)C2=C(C=CC=C2)OC)=N1 5-{2-amino-[1,2,4]triazolo[1,5-a]pyridin-7-yl}-2-methoxy-N-[(1R)-1-(2-methoxyphenyl)ethyl]pyridine-3-carboxamide